Tris(hydroxymethyl)methyl-3-aminopropanesulphonic acid OCC(C(S(=O)(=O)O)(C)CO)(CN)CO